ClC=1N=C(C2=C(N1)CC(N(C2=O)C)C)NC=2N=CC=1CCC3=C(C1C2F)NC2=C3C(NCC2)=O 2-((2-chloro-6,7-dimethyl-5-oxo-5,6,7,8-tetrahydropyrido[4,3-d]pyrimidin-4-yl)amino)-1-fluoro-5,6,8,9,10,11-hexahydro-7H-pyrido[3',4':4,5]pyrrolo[2,3-f]isoquinolin-7-one